COS(=O)(=O)C1CS(CC1)(=O)=O 3-methoxysulfonyltetrahydrothiophene-1,1-dioxide